racemic-((8-isocyanato-1-(trifluoromethyl)-1,2,3,5,6,7-hexahydro-s-indacen-1-yl)oxy)trimethylsilane N(=C=O)C=1C=2CCCC2C=C2CC[C@@](C12)(C(F)(F)F)O[Si](C)(C)C |r|